CC=1C(=C2C=CNC2=C(C1)C)O[C@@H]1[C@@H](C[C@H](CC1)OC)C1=CC=C(C(=O)O)C=C1 |r| racemic-4-((1S*,2S*-5S*)-2-((5,7-dimethyl-1H-indol-4-yl)oxy)-5-methoxycyclohexyl)benzoic acid